BrC1=CC=C2C=C(C=[N+](C2=C1)[O-])C(F)(F)F 7-bromo-3-(trifluoromethyl)quinoline 1-oxide